C(CCCCCCCCCCCCCCCCCCC)(=O)O[C@@H]1[C@](O[C@H](C1)N1C2=NC(=NC(=C2N=C1)N)F)(COP(=O)(OC1=CC=CC=C1)N[C@H](C(=O)OC(C)C)C)C#C (2R,3S,5R)-5-(6-amino-2-fluoro-9H-purin-9-yl)-2-ethynyl-2-((((((S)-1-isopropoxy-1-oxopropan-2-yl)amino)(phenoxy)phosphoryl)oxy) methyl)tetrahydrofuran-3-yl icosanoate